ClC1=C(C=C(C(=C1NC=1C(=C2C(N(C=NC2=CC1)C)=O)C)F)F)NS(=O)(=O)CCC N-(2-chloro-3-((3,5-dimethyl-4-oxo-3,4-dihydro-quinazolin-6-yl)amino)-4,5-difluorophenyl)propane-1-sulfonamide